FC1([C@@H](C1)NC(=O)C1=CN=C2N1N=C(C=C2NC)N2CCC1=C(C=CC=C21)C2=NC=C(C=C2F)C=O)F (R)-N-(2,2-difluorocyclopropyl)-6-(4-(3-fluoro-5-formylpyridin-2-yl)indolin-1-yl)-8-(methylamino)imidazo[1,2-b]pyridazine-3-carboxamide